methyl-1-(4-(2-tolyl)-4,7-dihydro-5H-thieno[2,3-c]pyran-7-yl)methylamine CNCC1OCC(C2=C1SC=C2)C2=C(C=CC=C2)C